FC(CC(=O)OC(CC(F)F)=O)F 3,3-difluoropropionic anhydride